N-(6-methyl-2-benzothiazolyl)-2-[[3,4,6,7-tetrahydro-3-(2-methoxyphenyl)-4-oxothieno[3,2-d]pyrimidin-2-yl]thio]acetamide CC1=CC2=C(N=C(S2)NC(CSC=2N(C(C3=C(N2)CCS3)=O)C3=C(C=CC=C3)OC)=O)C=C1